(S)-1-(3-(4-amino-7-propionyl-3-(pyrazolo[1,5-a]pyridin-6-ylethynyl)-1H-pyrazolo[4,3-c]pyridin-1-yl)pyrrolidin-1-yl)prop-2-en-1-one NC1=NC=C(C2=C1C(=NN2[C@@H]2CN(CC2)C(C=C)=O)C#CC=2C=CC=1N(C2)N=CC1)C(CC)=O